N2-(4-(dimethylamino)butyl)-5,7-dimethyl-1,8-naphthyridine-2,4-diamine CN(CCCCNC1=NC2=NC(=CC(=C2C(=C1)N)C)C)C